rac-2-(5-{4-[(3aR,6aR)-hexahydro-1H-pyrrolo[3,4-b]pyrrole-5-carbonyl]-4-phenylpiperidin-1-yl}pyridazin-3-yl)phenol N1[C@@H]2[C@H](CC1)CN(C2)C(=O)C2(CCN(CC2)C=2C=C(N=NC2)C2=C(C=CC=C2)O)C2=CC=CC=C2 |r|